1,3,5-triazinyl-urea N1=C(N=CN=C1)NC(=O)N